benzyl (R)-3,3,3-trifluoro-2-hydroxy-2-methylpropionate FC([C@](C(=O)OCC1=CC=CC=C1)(C)O)(F)F